CC(=CCCCC(=O)O)C 6-methylhepta-5-enoic acid